CC1(NCCC2=CC(=CC=C12)NC1=NC=C(C(=N1)NC1=CC=C2C(=N1)C(CC2)(O)CC)C#N)C 2-[(1,1-dimethyl-3,4-dihydro-2H-isoquinolin-6-yl)amino]-4-[(7-ethyl-7-hydroxy-5,6-dihydrocyclopenta[b]pyridin-2-yl)amino]pyrimidine-5-carbonitrile